BrC1(C2=CC(=CC=C2C=2C=CC(=C(C12)CCCCC)Br)Br)Br 9,9-dibromopentyl-2,7-dibromofluorene